rac-(3aR,5R,7S,7aR)-5-(4-fluorophenyl)-1-isopropyl-3,3,5,7-tetramethyl-octahydrobenzo[c]isoxazole FC1=CC=C(C=C1)[C@]1(C[C@@H]2[C@H](N(OC2(C)C)C(C)C)[C@H](C1)C)C |r|